cyclohexylt-butyl peroxydicarbonate C(=O)(OC(CC1CCCCC1)(C)C)OOC(=O)[O-]